O1C=2C(OCC1COCCC(S(=O)(=O)[O-])CCCCC)=CSC2.[Na+] sodium 3-[(2,3-dihydrothieno[3,4-b]-[1,4]dioxin-2-yl) methoxy]-1-pentyl-1-propanesulfonate